N1N=CC(=C1)C1=CC=C(C2=C1N=CS2)C2=CN=C(N=N2)N2CC(NC(C2)(C)C)(C)C 4-(1H-pyrazol-4-yl)-7-[3-(3,3,5,5-tetramethylpiperazin-1-yl)-1,2,4-triazin-6-yl]-1,3-benzothiazole